2-(4-(4-((tetrahydro-2H-pyran-2-yl)oxy)phenylethoxy)phenyl)ethan-1-ol O1C(CCCC1)OC1=CC=C(C=C1)CCOC1=CC=C(C=C1)CCO